tert-Butyl 4-(2-((4-cyano-2-fluorobenzyl)oxy)pyrimidin-4-yl)piperidine-1-carboxylate C(#N)C1=CC(=C(COC2=NC=CC(=N2)C2CCN(CC2)C(=O)OC(C)(C)C)C=C1)F